ClC=1C=CC(=NC1)C1(OC(C2=C(O1)C=CC=C2)C=2CCN(CC2)C(=O)OC(C)(C)C)C tert-butyl 4-[2-(5-chloro-2-pyridinyl)-2-methyl-1,3-benzodioxan-4-yl]-3,6-dihydro-2H-pyridine-1-carboxylate